BrC1=CC(=C(C=C1)C1(COC1)N)C 3-(4-bromo-2-methylphenyl)oxetan-3-amine